1,4-dicyanoethoxybutane C(#N)C(C)OCCCCC#N